Benzyl (2-(2,6-dimethylpyridin-4-yl)-5,6,7,8-tetrahydro-1H-pyrrolo[3,2-b]quinolin-6-yl)carbamate CC1=NC(=CC(=C1)C1=CC2=NC=3CC(CCC3C=C2N1)NC(OCC1=CC=CC=C1)=O)C